2-(1-benzyl-1H-1,2,3-triazol-4-yl)pyridin-4-amine C(C1=CC=CC=C1)N1N=NC(=C1)C1=NC=CC(=C1)N